[Se](=O)(=O)(O)N[C@@H](CCSC)C(=O)O selenonomethionine